NC1=C(C(=NN1C12CC(C1)C2)C2=NOC(=C2)C2CC2)C#N 5-amino-1-(bicyclo[1.1.1]pentan-1-yl)-3-(5-cyclopropylisoxazol-3-yl)-1H-pyrazole-4-carbonitrile